C(CCCCCCC\C=C/C\C=C/CCCCC)(=O)OCC(COC(CCC(OCCCCCCCC)OCCCCCCCC)=O)COC(NC(CN(C)C)C)=O 3-((4,4-bis(octyloxy)butanoyl)oxy)-2-((((1-(dimethylamino)propan-2-yl)carbamoyl)oxy)methyl)propyl (9Z,12Z)-octadeca-9,12-dienoate